C1(CCCCC1)CN1N=CC(=C1C)C=1C(=NC(=CC1)NCCCC1=C(N=NC(=C1C)Cl)Cl)C(=O)OC methyl 3-(1-(cyclohexylmethyl)-5-methyl-1H-pyrazol-4-yl)-6-((3-(3,6-dichloro-5-methylpyridazin-4-yl) propyl) amino)picolinate